C(C)N(S(=O)(=O)C1=CC=C(C=C1)S(=O)(=O)N1C[C@@H](CCC1)C(=O)N1[C@@H](CN(CC1)C(=O)OC(C)(C)C)C)CC tert-butyl (R)-4-((R)-1-((4-(N,N-diethylsulfamoyl)phenyl)sulfonyl)piperidine-3-carbonyl)-3-methylpiperazine-1-carboxylate